methyl-6-(2-(8-(3-(decyloxy)-2-(dimethylamino)propoxy)octyl)cyclopropyl)hexanoate COC(CCCCCC1C(C1)CCCCCCCCOCC(COCCCCCCCCCC)N(C)C)=O